P(OC1=C(C=C(C=C1)C(C)(C)C)C(C)(C)C)(OC1=C(C=C(C=C1)C(C)(C)C)C(C)(C)C)OC1=C(C=C(C=C1)C(C)(C)C)C(C)(C)C tris[2,4-di-tertiary butyl phenyl] phosphite